(S)-6-(2-(2-(difluoromethoxy)benzyl)azepan-1-yl)-4-morpholinopyridin-2(1H)-one FC(OC1=C(C[C@H]2N(CCCCC2)C2=CC(=CC(N2)=O)N2CCOCC2)C=CC=C1)F